FC(C=1C=CC(=C(C1)NC(=O)N1CC(CC1)(C1=NC=NS1)C1=CC(=C(C=C1)C)F)O[C@@H]1C[C@H](C1)C(NC)=O)F N-(5-(difluoromethyl)-2-(trans-3-(methylcarbamoyl)cyclobutoxy)phenyl)-3-(3-fluoro-4-methylphenyl)-3-(1,2,4-thiadiazol-5-yl)pyrrolidine-1-carboxamide